CN1CC2(C1)OCCN(C2)CC(=O)N 2-methyl-5-oxa-2,8-diazaspiro[3.5]nonan-8-ylacetamide